6'-(4-(trifluoromethyl)cyclohexyl)-[1,1'-biphenyl]-2-carboxylic acid FC(C1CCC(CC1)C1=CC=CC=C1C=1C(=CC=CC1)C(=O)O)(F)F